N-[rac-(4S,5R)-4-[3-(cyclobutene-1-carbonylamino)phenyl]-7-(2-hydroxyethyl)-3-methyl-6-oxo-1-phenyl-4,5-dihydropyrazolo[3,4-b]pyridin-5-yl]-3-(trifluoromethyl)benzamide C1(=CCC1)C(=O)NC=1C=C(C=CC1)[C@H]1C2=C(N(C([C@@H]1NC(C1=CC(=CC=C1)C(F)(F)F)=O)=O)CCO)N(N=C2C)C2=CC=CC=C2 |r|